(4R)-4-[(1R,3aS,3bR,5aS,7S,9aS,9bS,11aR)-7-hydroxy-9a,11a-dimethyl-hexadecahydro-1H-cyclopenta[a]phenanthren-1-yl]-1-[4-(6-methoxypyrimidin-4-yl)piperazin-1-yl]pentan-1-one O[C@H]1CC[C@@]2([C@H]3CC[C@]4([C@H]([C@@H]3CC[C@H]2C1)CC[C@@H]4[C@@H](CCC(=O)N4CCN(CC4)C4=NC=NC(=C4)OC)C)C)C